2-(2-((4-chlorobenzyl)amino)-2-oxoacetamido)benzoic acid ClC1=CC=C(CNC(C(=O)NC2=C(C(=O)O)C=CC=C2)=O)C=C1